(3R,4S)-3-cyclopropyl-4-methyl-1-[6-[1-(2-oxaspiro[3.3]heptan-6-yl)pyrazol-4-yl]pyrrolo[1,2-b]pyridazin-4-yl]-2-oxopyrrolidine-3-carbonitrile C1(CC1)[C@]1(C(N(C[C@H]1C)C=1C=2N(N=CC1)C=C(C2)C=2C=NN(C2)C2CC1(COC1)C2)=O)C#N